BrC=1C=2N(C=C(N1)Br)C=CC2 1,3-dibromopyrrolo[1,2-a]pyrazine